CC1=C(C(NC(=C1)C)=O)CC1CC(CCC1N1C(C=2C(=C3C(=C(C2CC1)C=1OC=CC1)O[C@H](O3)C)C)=O)N(C)C (S)-6-((4,6-dimethyl-2-oxo-1,2-dihydropyridin-3-yl)methyl)-2-trans-4-(dimethylamino)cyclohexyl-9-(furan-2-yl)-2,4-dimethyl-7,8-dihydro-[1,3]dioxolo[4,5-g]isoquinolin-5(6H)-one